2-nitro-5-glycerylaniline [N+](=O)([O-])C1=C(N)C=C(C=C1)CC(O)CO